C(=O)O.C1(CCC1)N1C[C@@H](CCC1)NC(C(C)N1N=C(N2C(C1=O)=CC1=C2SC=C1)C(C)C)=O N-((R)-1-cyclobutylpiperidin-3-yl)-2-(8-isopropyl-5-oxothieno[3',2':4,5]pyrrolo[1,2-d][1,2,4]triazin-6(5H)-yl)propanamide formate